CC1=C(SC2=C1N=NC=C2NCC=2SC=CC2)C[C@H](C)NC(OC(C)(C)C)=O tert-butyl N-[(2S)-1-{7-methyl-4-[(thiophen-2-ylmethyl)amino]thieno[3,2-c]pyridazin-6-yl}propan-2-yl]carbamate